tert-butyl (S)-((5-bromobenzo[d]oxazol-2-yl)(4,4-difluorocyclohexyl)methyl)-carbamate BrC=1C=CC2=C(N=C(O2)[C@H](C2CCC(CC2)(F)F)NC(OC(C)(C)C)=O)C1